2-methacryloxy-n-propylthio-5-n-hexylthio-1,3,4-thiadiazole C(C(=C)C)(=O)OC(CSC=1SC(=NN1)SCCCCCC)C